(RS)-(±)-2-(2-Chlorophenyl)-2-(methylamino)cyclohexan-1-on ClC1=C(C=CC=C1)[C@]1(C(CCCC1)=O)NC |r|